5-bromo-6-isopropyl-2-(1,4-dioxaspiro[4.5]decan-8-yl)-4H-pyrrolo[3,2-d]thiazole-4-carboxylic acid tert-butyl ester C(C)(C)(C)OC(=O)N1C(=C(C=2N=C(SC21)C2CCC1(OCCO1)CC2)C(C)C)Br